3-[6-[4-(dimethoxymethyl)-1-piperidyl]-1-methyl-indazol-3-yl]piperidine-2,6-dione COC(C1CCN(CC1)C1=CC=C2C(=NN(C2=C1)C)C1C(NC(CC1)=O)=O)OC